(E)-3-(7-amino-8-oxo-6,7,8,9-tetrahydro-5H-pyrido[2,3-b]azepin-3-yl)-N-((7-fluoro-3-methylbenzo[b]thiophen-2-yl)methyl)-N-methylacrylamide NC1CCC2=C(NC1=O)N=CC(=C2)/C=C/C(=O)N(C)CC2=C(C1=C(S2)C(=CC=C1)F)C